1-(4-methoxy-benzyl)-3-(6-(1,2,3,4-tetrahydro-quinoline-1-carbonyl)spiro[3.3]heptan-2-yl)urea COC1=CC=C(CNC(=O)NC2CC3(C2)CC(C3)C(=O)N3CCCC2=CC=CC=C32)C=C1